S(=O)(=O)(Cl)Cl SulfonylChloride